1-guanidinium [NH3+]C(=N)N